2-(6-((2-fluoroethyl)-(2,2,6,6-tetramethyl-piperidin-4-yl)amino)-pyridazin-3-yl)-5-(1H-pyrazol-4-yl)phenol FCCN(C1=CC=C(N=N1)C1=C(C=C(C=C1)C=1C=NNC1)O)C1CC(NC(C1)(C)C)(C)C